2,4-dichlorothiobenzamide ClC1=C(C(=S)N)C=CC(=C1)Cl